N-isopropyl-5-((methylamino)methyl)-2-(methylmercapto)pyrimidin-4-amine C(C)(C)NC1=NC(=NC=C1CNC)SC